2-(4,5-Dichloro-6-oxopyridazin-1(6H)-yl)-N-(4-methyl-3-(N-(2-(pyridin-3-yl)ethyl)sulfamoyl)phenyl)acetamide ClC=1C=NN(C(C1Cl)=O)CC(=O)NC1=CC(=C(C=C1)C)S(NCCC=1C=NC=CC1)(=O)=O